CN(C1(CCC2(CN(C(N2)=O)C=2SC=C(N2)C2=CC=CC=C2)CC1)C1=CC=CC=C1)C cis-8-dimethylamino-8-phenyl-3-(4-phenyl-thiazol-2-yl)-1,3-diazaspiro[4.5]decan-2-one